tert-butyl 1-(1-(5-(2,6-dioxopiperidin-3-yl)pyrimidin-2-yl)piperidine-4-carbonyl)-4-methylpiperidine-4-carboxylate O=C1NC(CCC1C=1C=NC(=NC1)N1CCC(CC1)C(=O)N1CCC(CC1)(C(=O)OC(C)(C)C)C)=O